CC=1C=C(C#N)C=CC1N1CN(C(C2=CC(=CC=C12)OC(F)(F)F)=O)C1=C(NC(C=C1)=O)C 3-methyl-4-(3-(2-methyl-6-oxo-1,6-dihydropyridin-3-yl)-4-oxo-6-(trifluoromethoxy)-3,4-dihydroquinazolin-1(2H)-yl)benzonitrile